N[C@@H](C(=O)OC1=C(C=C(C=C1)\C=C\C(=O)C1=CC=C(C=C1)Cl)OC)CO [4-[(E)-3-(4-Chlorophenyl)-3-oxoprop-1-enyl]-2-methoxyphenyl] (2R)-2-amino-3-hydroxypropanoate